COC[C@@H]1COC[C@@H](O1)COC1=CC=C(C=C1)C=1C=C(C(NC1C(F)(F)F)=O)C(=O)N 5-(4-(((2R,6R)-6-(methoxymethyl)-1,4-dioxan-2-yl)methoxy)phenyl)-2-oxo-6-(trifluoromethyl)-1,2-dihydropyridine-3-carboxamide